COC1CC(CC=C1C)C(COC)C 6-methoxy-4-(2-methoxy-1-methylethyl)-1-methylcyclohexene